3,4-diiodopyrazole IC1=NNC=C1I